C(CCCCCCCCCCC)(=O)OC1=CC=C(C=C1)[N+](=O)[O-] 4-nitrophenyl Dodecanoate